N-(1''-(3-(isoxazolidin-2-ylmethyl)benzoyl)dispiro[cyclopropane-1,1'-cyclohexane-4',3''-indolin]-5''-yl)methanesulfonamide O1N(CCC1)CC=1C=C(C(=O)N2CC3(C4=CC(=CC=C24)NS(=O)(=O)C)CCC2(CC3)CC2)C=CC1